5-CHLORO-2-(TRIFLUOROMETHOXY)PHENYLBORONIC ACID ClC=1C=CC(=C(C1)B(O)O)OC(F)(F)F